N-(5-(1-(4-ethylphenyl)-1H-pyrazol-4-yl)-1H-indol-3-yl)spiro[3.3]heptane-2-sulfonamide C(C)C1=CC=C(C=C1)N1N=CC(=C1)C=1C=C2C(=CNC2=CC1)NS(=O)(=O)C1CC2(C1)CCC2